3-(1H-indol-3-yl)azetidine-1-carboxylic acid tert-butyl ester C(C)(C)(C)OC(=O)N1CC(C1)C1=CNC2=CC=CC=C12